BrC1=CN=CC(=N1)C=1CCN(CC1)C(=O)OC(C)(C)C tertbutyl 4-(6-bromopyrazin-2-yl)-3,6-dihydropyridin-1(2H)-carboxylate